C(C)(C)OC=1C=CC(=NC1)OC1C[C@H](N(C[C@H]1C)C=1C2=C(N(C(N1)=O)C)C=CC(=N2)C#N)C 4-((2r,5r)-4-((5-isopropoxypyridin-2-yl)oxy)-2,5-dimethylpiperidin-1-yl)-1-methyl-2-oxo-1,2-dihydropyrido[3,2-d]pyrimidine-6-carbonitrile